2-(1,3-dihydroxypropan-2-yl)isoindoline-1,3-dione OCC(CO)N1C(C2=CC=CC=C2C1=O)=O